[OH-].ClC1=CC2=C([N+](=C(N2CCCCS(=O)(=O)O)C=CC=C2N(C3=C(N2CC)C=C(C(=C3)Cl)Cl)CCCCS(=O)(=O)O)CC)C=C1Cl 5,6-Dichloro-2-[[5,6-dichloro-1-ethyl-3-(4-sulfobutyl)-benzimidazol-2-ylidene]-propenyl]-1-ethyl-3-(4-sulfobutyl)-benzimidazolium hydroxide